2-cyclopropyl-2,7-diaza-spiro[4.4]nonane HCl salt Cl.C1(CC1)N1CC2(CC1)CNCC2